C(C=C)(=O)N1[C@@H](CN(C[C@@H]1C)C=1C2=C(N(C(N1)=O)C=1C(=NC=CC1C)C(C)C)N=C(C(=C2)Cl)Cl)C (M)-4-(4-propenoyl-cis-3,5-dimethylpiperazin-1-yl)-6,7-dichloro-1-(2-isopropyl-4-methylpyridin-3-yl)pyrido[2,3-d]Pyrimidin-2(1H)-one